N-[3-[5-chloro-2-(difluoromethoxy)phenyl]-1-[[1-(2-morpholinoethyl)tetrazol-5-yl]methyl]pyrazol-4-yl]pyrazolo[1,5-a]pyrimidine-3-carboxamide ClC=1C=CC(=C(C1)C1=NN(C=C1NC(=O)C=1C=NN2C1N=CC=C2)CC2=NN=NN2CCN2CCOCC2)OC(F)F